N(=C=O)C1CCC(CC1)N=C=O 1,4-bisisocyanatocyclohexane